ClC1=C(C=C(C=C1)F)\C(=C(\CC)/C1=CC=C(C=C1)O[C@@H]1CN(CC1)CCCF)\C=1C=C2C=NNC2=CC1 5-[(1Z)-1-(2-chloro-5-fluorophenyl)-2-(4-{[(3S)-1-(3-fluoropropyl)pyrrolidin-3-yl]oxy}phenyl)but-1-en-1-yl]-1H-indazole